1-(5-(2,4-difluorophenyl)-1-((3-(5-methoxypyridin-3-yl)phenyl)sulfonyl)-1H-pyrrol-3-yl)-N-methylmethylamine trifluoroacetate FC(C(=O)O)(F)F.FC1=C(C=CC(=C1)F)C1=CC(=CN1S(=O)(=O)C1=CC(=CC=C1)C=1C=NC=C(C1)OC)CNC